((3-chloro-4-ethynylphenoxy)methyl)-5-cyclopropyl-3-(2,6-dichlorophenyl)isoxazole ClC=1C=C(OCC=2C(=NOC2C2CC2)C2=C(C=CC=C2Cl)Cl)C=CC1C#C